4-(4-Ethyl-3,4-dihydro-2H-benzo[b][1,4]oxazin-6-yl)-5-(2-methylpyridin-4-yl)-1H-imidazol-2-amine C(C)N1C2=C(OCC1)C=CC(=C2)C=2N=C(NC2C2=CC(=NC=C2)C)N